S1C=C(C=C1)CNC(=O)[C@]12[C@@H]([C@@H]3[C@H](C=N1)[C@@H](CN3CC(C)C)C2)CC(C)C |o1:9,10,11,12,15| (3S*,3aR*,6S*,7R*,7aR*)-N-(3-thienyl)methyl-1,7-diisobutyl-1,2,3,3a,7,7a-hexahydro-6H-3,6-methanopyrrolo[3,2-c]pyridine-6-carboxamide